(S)-2'-(diisopropylcarbamoyl)-5,5',6,6',7,7',8,8'-octahydro-[1,1'-binaphthyl]-2-carboxylic acid C(C)(C)N(C(=O)C1=C(C=2CCCCC2C=C1)C=1C(=CC=C2CCCCC12)C(=O)O)C(C)C